4-amino-N-(3-hydroxy-2-methylpropyl)-3-methyl-N-((5-(trifluoromethyl)pyridin-2-yl)methyl)-1,3-dihydrofuro[3,4-c]quinoline-8-carboxamide NC1=NC=2C=CC(=CC2C2=C1C(OC2)C)C(=O)N(CC2=NC=C(C=C2)C(F)(F)F)CC(CO)C